C(C1=CC=CC=C1)OC=1C=C2CCC(CC2=CC1)C1=C(NCC)C=CC=C1 2-(6-(benzyloxy)-1,2,3,4-tetrahydronaphthalene-2-yl)-N-ethyl-aniline